(R)-2-((R)-2,4-Dimethylpiperazin-1-yl)-N-(3-(2-((2-fluoro-3-(methylsulfonyl)phenyl)amino)-5-methylpyrimidin-4-yl)-1H-indol-7-yl)propanamid C[C@H]1N(CCN(C1)C)[C@@H](C(=O)NC=1C=CC=C2C(=CNC12)C1=NC(=NC=C1C)NC1=C(C(=CC=C1)S(=O)(=O)C)F)C